BrC1=CC2=C(C(=N1)NC=1C=CC(=C(C(=O)N[C@H](CF)C)C1)C)N(C=N2)C(C)C (S)-5-((6-bromo-3-isopropyl-3H-imidazo[4,5-c]pyridin-4-yl)amino)-N-(1-fluoroprop-2-yl)-2-methylbenzamide